(S)-5-((3-(ethoxymethyl)-3-(2-(thiophen-2-yl)ethyl)pyrrolidin-1-yl)methyl)-2-methoxypyridine HCl Cl.C(C)OC[C@@]1(CN(CC1)CC=1C=CC(=NC1)OC)CCC=1SC=CC1